(1R,2S)-8-(Ethylsulfonyl)-2-((S)-5H-imidazo[5,1-a]isoindol-5-yl)-8-azaspiro[4.5]decan-1-ol C(C)S(=O)(=O)N1CCC2(CC[C@H]([C@H]2O)[C@@H]2N3C(C4=CC=CC=C24)=CN=C3)CC1